(1R,5S)-3-amino-8-benzyl-8-azabicyclo[3.2.1]octane-3-carboxylic acid NC1(C[C@H]2CC[C@@H](C1)N2CC2=CC=CC=C2)C(=O)O